1-[(2S)-3-mercapto-2-methylpropanoyl]-L-proline SC[C@H](C(=O)N1[C@@H](CCC1)C(=O)O)C